N-(6-amino-5-ethylpyridin-3-yl)-2-((2R,5S)-2-(2-(4-fluoro-1-methylpiperidin-4-yl)benzo[d]thiazol-5-yl)-5-methylpiperidin-1-yl)-2-oxoacetamide NC1=C(C=C(C=N1)NC(C(=O)N1[C@H](CC[C@@H](C1)C)C=1C=CC2=C(N=C(S2)C2(CCN(CC2)C)F)C1)=O)CC